(R)-(piperidin-3-ylmethyl) carbamate C(N)(OC[C@H]1CNCCC1)=O